OCC1CCN(CC1)C(=O)N(C)C 4-(hydroxymethyl)-N,N-dimethylpiperidine-1-carboxamide